O=C1NCC2=CC=CC=C2C1C1=C(C=O)C=CC=C1 2-(3-oxo-1,2,3,4-tetrahydroisoquinolin-4-yl)benzaldehyde